9-bromo-1,1,4,4,5,5,8,8-octamethyl-1,2,3,4,5,6,7,8-octahydroanthracene BrC=1C=2C(CCC(C2C=C2C(CCC(C12)(C)C)(C)C)(C)C)(C)C